ClC1=CC=C(C=C1)N(C(=O)C=1C=CC=2N(C1)C(=CN2)C=2C=CC(=NC2)NC(OC)=O)CC methyl N-[5-[6-[(4-chlorophenyl)-ethyl-carbamoyl]imidazo[1,2-a]pyridin-3-yl]-2-pyridyl]carbamate